CC(CC(CC)=O)CCCCC 5-methyl-3-decanone